1-benzyl-3-(2,2-difluoroethyl)piperazine-2,5-dione C(C1=CC=CC=C1)N1C(C(NC(C1)=O)CC(F)F)=O